ClC1=CC(=C(C=C1)C1=C(C(=CC(=C1)N1CC(OCC1)C=1C=NN(C1)C)C(=O)OC)[N+](=O)[O-])F methyl 4'-chloro-2'-fluoro-5-(2-(1-methyl-1H-pyrazol-4-yl)morpholino)-2-nitro-[1,1'-biphenyl]-3-carboxylate